1-(6-(3-Fluoro-5-(trifluoromethyl)benzyl)pyridin-2-yl)-4-(hydroxymethyl)-1H-pyrazol-3-carboxamid FC=1C=C(CC2=CC=CC(=N2)N2N=C(C(=C2)CO)C(=O)N)C=C(C1)C(F)(F)F